C(C)(C)(C)OC(=O)N(CCC1=NC(=CC=C1[N+](=O)[O-])OC)CC1=C(C=CC=C1F)NC1=C(C(=O)OC)C=C(C(=C1)C(F)(F)F)F Methyl 2-((2-(((tert-butoxycarbonyl)(2-(6-methoxy-3-nitropyridin-2-yl)ethyl)-amino)methyl)-3-fluorophenyl)amino)-5-fluoro-4-(trifluoromethyl)benzoate